CC1=CC(N(N1)C1=CC=CC=C1)=O 5-methyl-2-phenyl-1,2-dihydro-3H-pyrazol-3-one